3-benzyloxypropane bromide [Br-].C(C1=CC=CC=C1)OCCC